BrC1=C(NC(C(=C1)C(NCC1=CC=C(C=C1)Cl)=O)=O)C(=O)O 3-bromo-5-((4-chlorobenzyl)carbamoyl)-6-oxo-1,6-dihydropyridine-2-carboxylic acid